ClC=1C=C(C=C(C1)Cl)C1(CC(=NO1)N1CC=2C=NC(=CC2C1)C(=O)NCC(C)(C)C)C(F)(F)F 2-(5-(3,5-dichlorophenyl)-5-(trifluoromethyl)-4,5-dihydroisoxazol-3-yl)-N-neopentyl-2,3-dihydro-1H-pyrrolo[3,4-c]pyridine-6-carboxamide